2-((((((5-phenyloxazol-2-yl)methyl)amino)methyl)phenoxy)methyl)nicotinonitrile C1(=CC=CC=C1)C1=CN=C(O1)CNCC1=C(OCC2=C(C#N)C=CC=N2)C=CC=C1